FC=1C=C(OCC=2C=C(C3=C(CCO3)C2)NC(=O)C2N(C(CC2)=O)C)C=CC1 N-(5-((3-Fluorophenoxy)methyl)-2,3-dihydrobenzofuran-7-yl)-1-methyl-5-oxo-pyrrolidine-2-carboxamide